Cl.Cl.C1(CC1)[C@H]1CN(CCN1)C=1N=NC(=CN1)C1=C(C=C(C=C1)C1=CC=C2C(=N1)N=NN2C)O 2-{3-[(3S)-3-cyclopropylpiperazin-1-yl]-1,2,4-triazin-6-yl}-5-(1-methyl-1H-[1,2,3]triazolo[4,5-b]pyridin-5-yl)phenol dihydrochloride